ClC=1C(=CC(=NC1)N[C@H]1[C@@H](COCC1)O)C1=NC(=NS1)N1CCNCC1 (3S,4R)-4-((5-chloro-4-(3-(piperazin-1-yl)-1,2,4-thiadiazol-5-yl)pyridin-2-yl)amino)tetrahydro-2H-pyran-3-ol